C(C=CCCC=CCC)#N nona-2,6-dienenitrile